ClC1=C2C=CNC2=CC(=C1)NC1=CC(=CC(=N1)C#N)NC1=CC(=C(C=C1)C(F)(F)F)Cl 6-[(4-chloro-1H-indol-6-yl)amino]-4-{[3-chloro-4-(trifluoromethyl)phenyl]amino}pyridine-2-carbonitrile